C(C)OC(=O)C(C)OC1=CC=C(C=C1)[I+]C1=C(C=C(C=C1C)C)C 4-(1-ethoxycarbonylethoxy)phenyl-(2,4,6-trimethylphenyl)iodonium